C1(CC1)C([C@@H](C(=O)NC1=NC(=C(C=C1)C=1C(=NN(C1C)COCC[Si](C)(C)C)C)F)NC(=O)C1=NN=NN1C)C1CC1 N-[(1S)-1-(dicyclopropylmethyl)-2-[[5-[3,5-dimethyl-1-(2-trimethylsilylethoxymethyl)pyrazol-4-yl]-6-fluoro-2-pyridyl]amino]-2-oxo-ethyl]-1-methyl-tetrazole-5-carboxamide